ClC=1C(=C(C(=CC1)N1N=NN=C1)CN)F (3-chloro-2-fluoro-6-(1H-tetrazol-1-yl)phenyl)methanamine